CC1=C(C=CC(=C1)C2=NOC(=N2)C)C3=CC=C(C=C3)C(=O)N4CCC5=CC6=C(C=C54)C7(CC[NH+](CC7)C)CO6 The molecule is an organic cation that is the conjugate acid of SB 224289, arising from protonation of the tertiary amino function. It is an ammonium ion derivative and an organic cation. It is a conjugate acid of a SB 224289.